CSC1=CC=C(C=C1)C=1C=C2C(CCOC2=CC1)NC(O[C@@H]1CN2CCC1CC2)=O (S)-quinuclidin-3-yl (6-(4-(methylthio)phenyl)chroman-4-yl)carbamate